7-(4-bromo-3-chloro-benzoyl)-2-(4-methoxyphenyl)-3-oxo-N-[rac-(R)-cyclopropyl(phenyl)methyl]-6,8-dihydro-5H-imidazo[1,5-a]pyrazine-1-carboxamide BrC1=C(C=C(C(=O)N2CC=3N(CC2)C(N(C3C(=O)N[C@@H](C3=CC=CC=C3)C3CC3)C3=CC=C(C=C3)OC)=O)C=C1)Cl |r|